1,2-diethyl-sn-glycero-3-phosphocholine C(C)OC[C@@H](OCC)COP(=O)([O-])OCC[N+](C)(C)C